Picoloylazide N1=C(C=CC=C1)C(=O)N=[N+]=[N-]